5,7-difluoro-6-(1-(6-(pyridin-3-yl)-1H-imidazo[4,5-b]pyrazin-1-yl)ethyl)-quinoline FC1=C2C=CC=NC2=CC(=C1C(C)N1C=NC=2C1=NC(=CN2)C=2C=NC=CC2)F